CC(COCN1N=CN=N1)=C ((2-methylallyloxy)methyl)-2H-tetrazole